O([C@H]1[C@H](O)[C@@H](O)[C@H](O)[C@H](O1)CO)CCCCCCCCCC n-Decyl β-D-glucopyranoside